methyl 5-(2,3-difluorophenyl)-1H-indazole-3-carboxylate FC1=C(C=CC=C1F)C=1C=C2C(=NNC2=CC1)C(=O)OC